8-[[(1R)-1-[3-(1,1-difluoro-2-hydroxy-ethyl)phenyl]ethyl]amino]-3-(methoxymethyl)-1,3,5-trimethyl-pyrrolo[3,2-g]phthalazin-2-one FC(CO)(F)C=1C=C(C=CC1)[C@@H](C)NC1=NN=C(C2=CC3=C(C=C12)N(C(C3(C)COC)=O)C)C